(E)-4-chloro-N-(4-(8-(2-chloro-6-methoxy-4-(2-oxopyrrolidin-1-yl)phenyl)indolizine-3-carbonyl)-2,6-difluorophenyl)but-2-enamide ClC/C=C/C(=O)NC1=C(C=C(C=C1F)C(=O)C1=CC=C2C(=CC=CN12)C1=C(C=C(C=C1OC)N1C(CCC1)=O)Cl)F